C1(=CC=C(C=C1)C1=C(C=CC=C1)C1=NC=CC=C1)C.C1(=CC=C(C=C1)C1=C(C=CC=C1)C1=NC=CC=C1)C.C1(=CC=C(C=C1)C1=C(C=CC=C1)C1=NC=CC=C1)C.[Ir] iridium tris(2-(4-tolyl)phenylpyridine)